ClC=1C=C(C=NC1)C=1C=CC=C2C(=C(C=NC12)C(=O)NN1CCOC2=C1C=CC=C2)N2CCOCC2 8-(5-chloro-3-pyridinyl)-N-(2,3-dihydro-1,4-benzoxazin-4-yl)-4-morpholino-quinoline-3-carboxamide